2-(6-methyl-4-(trifluoromethyl)pyridin-2-yl)-3-(4-(m-tolyl)-4H-1,2,4-triazol-3-yl)hexahydrocyclopenta[c]pyrrole-1(2H)-one CC1=CC(=CC(=N1)N1C(C2C(C1C1=NN=CN1C=1C=C(C=CC1)C)CCC2)=O)C(F)(F)F